COC([C@H](CC1=CC=CC=C1)N=[N+]=[N-])=O (S)-2-azido-3-phenylpropionic acid methyl ester